3,4-dichloro-α,α,α-trifluorotoluene ClC=1C=C(C(F)(F)F)C=CC1Cl